Cl.C(#C)C1(CC1)N 1-ethynylcyclopropanamine hydrochloride